5-Azaspiro[2.3]hexan C1CC12CNC2